CN1CC2(CN(C2)C2=NC3=C(N2C(=O)NCC#CC(C)C)C=CC=C3)C1 (6-Methyl-2,6-diazaspiro[3.3]heptan-2-yl)-N-(4-methylpent-2-yn-1-yl)-1H-benzo[d]imidazole-1-carboxamide